2-(4-nitrophenoxy)-1,3,2-oxathiaphosphinane 2-oxide [N+](=O)([O-])C1=CC=C(OP2(OCCCS2)=O)C=C1